N-(5-chloro-2-((pyridin-3-yl)methoxy)-4-(3-(1-(3-(3-ethoxyformyl-3-hydroxymethylpyrrolidine-1-yl)propyl)indoline-4-yl)-2-chlorobenzyloxy)benzyl)-L-serine ClC=1C(=CC(=C(CN[C@@H](CO)C(=O)O)C1)OCC=1C=NC=CC1)OCC1=C(C(=CC=C1)C1=C2CCN(C2=CC=C1)CCCN1CC(CC1)(CO)C(=O)OCC)Cl